COC(NC1=CC=C(C=C1)N1N=NC(=C1)[C@H](O)C1=C(C=CC=2N1C=NC2)C2CC2)=O |r| rac-(4-{4-[(6-Cyclopropyl-imidazo[1,5-a]pyridin-5-yl)-hydroxy-methyl]-[1,2,3]triazol-1-yl}-phenyl)-carbamic acid methyl ester